methyl 5-amino-8-fluoroimidazo[1,5-c]quinazoline-9-carboxylate NC1=NC=2C=C(C(=CC2C=2N1C=NC2)C(=O)OC)F